3-(3-pyridyl)isoxazol-5(4H)-one N1=CC(=CC=C1)C1=NOC(C1)=O